CN(C)C1=CC=CC=C1C=CC2=CC=CC=C2 Dimethylaminostilben